FC1=C(C=CC=C1)C(C#C)O 1-(2-fluoro-phenyl)prop-2-yn-1-ol